FC1=CC=C(C=C1)[C@H](CN1C[C@H](CCC1)F)NS(=O)(=O)C1=CC=C(C=C1)OC(F)(F)F N-((R)-1-(4-fluorophenyl)-2-((S)-3-fluoropiperidin-1-yl)ethyl)-4-(trifluoromethoxy)benzenesulfonamide